C(C)(C)(C)NS(=O)(=O)C1=CC(=CC=C1)NC1=NC(=NC=C1C)NC1=CC=C(C=C1)C(\C=C\C=1SC=CC1)=O (E)-N-(tert-butyl)-3-((5-methyl-2-((4-(3-(thiophen-2-yl)acryloyl)phenyl)amino)pyrimidin-4-yl)amino)benzenesulfonamide